CN([C@H]1CN(CC1)C=1C=CC=2N(C(C=C(N2)C2=CC(=C(C=C2)OC)F)=O)C1)C 7-[(3R)-3-(dimethylamino)pyrrolidin-1-yl]-2-(3-fluoro-4-methoxyphenyl)-4H-pyrido[1,2-a]pyrimidin-4-one